ClC1=C(C=CC=C1)[C@H]1[C@@H](OC2(O1)CCCC2)CCO 2-((2S,3S)-3-(2-chlorophenyl)-1,4-dioxaspiro[4.4]nonan-2-yl)ethanol